OCC1=C(C(=CC=C1)C)C=1C(=CC=CC1)C=O 2'-(hydroxymethyl)-6'-methyl-[1,1'-biphenyl]-2-carbaldehyde